FC=1C=C(C=CC1)C(=O)N1C2=C(OC(C1)C)C=CC=C2 (3-fluorophenyl)(2-methyl-2H-benzo[b][1,4]oxazin-4(3H)-yl)methanone